N2-ethyl-6-(1-tetrahydropyran-2-yl-indazol-6-yl)-1,3,5-triazine-2,4-diamine C(C)NC1=NC(=NC(=N1)N)C1=CC=C2C=NN(C2=C1)C1OCCCC1